C1[C@@H]2[C@H]([C@@H]([C@H]([C@H](O1)O2)OCC3=CC=CC=C3)OCC4=CC=CC=C4)OCC5=CC=CC=C5 1,6-Anhydro-2,3,4-tri-O-benzyl-β-D-glucopyranose